CC1=C(C(=O)C2=CC=CC=C2)C(=C(C(=C1C)C)C)C 2,3,4,5,6-pentamethylbenzophenone